[Pr].COCCOC 1,2-dimethoxyethane praseodymium